2-bromothieno[2,3-d]pyridazin-4(5H)-one BrC1=CC2=C(C=NNC2=O)S1